N-(4-(4-amino-1-ethyl-7-(4(R)-(oxetan-3-ylamino)cyclohex-1-en-1-yl)-1H-pyrazolo[4,3-c]pyridin-3-yl)-2-fluorophenyl)-1-(2-fluorophenyl)methanesulfonamide NC1=NC=C(C2=C1C(=NN2CC)C2=CC(=C(C=C2)NS(=O)(=O)CC2=C(C=CC=C2)F)F)C2=CC[C@@H](CC2)NC2COC2